FC1=C(C(=O)N([C@H]2CNCCC2)C2=NC=CC3=C2C(=CS3)C)C=CC(=C1)C1=NC(=NO1)C (R)-2-fluoro-4-(3-methyl-1,2,4-oxadiazol-5-yl)-N-(3-methylthieno[3,2-c]pyridin-4-yl)-N-(piperidin-3-yl)benzamide